C1(=CC=CC=C1)CCNC1=CC=C(C=2C(C3=CC=CC=C3C(C12)=O)=O)NCCC1=CC=CC=C1 1,4-di[(2-phenylethyl)amino]anthraquinone